3-(2,6-dioxo-3-piperidyl)-2-oxo-1,3-benzoxazole-7-sulfonyl chloride O=C1NC(CCC1N1C(OC2=C1C=CC=C2S(=O)(=O)Cl)=O)=O